2-((((9H-Fluoren-9-yl)methoxy)carbonyl)(methyl)amino)-4-(3-cyclopropylphenyl)butanoic acid C1=CC=CC=2C3=CC=CC=C3C(C12)COC(=O)N(C(C(=O)O)CCC1=CC(=CC=C1)C1CC1)C